C(C)(C)(C)OC(=O)N1CCC(=CC1)C=1C=NC(=CC1)C(NC)=O 6-(methylcarbamoyl)-3',6'-dihydro-[3,4'-bipyridine]-1'(2'H)-carboxylic acid tert-butyl ester